C[C@H]1[C@H](C2=CC3=C(C4=C2[C@]5(CO4)/C(=C\\C(=O)OC)/[C@@H]([C@]1(O[C@@]5(C(=O)OC)O)C)OC(=O)C6=CC=CC=C6)OCO3)OC(=O)C The molecule is an organic heteropentacyclic compound found in Kadsura philippinensis. A homolignan that has been found to exhibit mild cytotoxicity against human KB and Hela tumor cells. It has a role as a plant metabolite. It is a benzoate ester, an organic heteropentacyclic compound, an oxacycle, an acetate ester and a methyl ester.